N-(cyclopropylmethyl)-N-[1-[2-[6-(2-pyridyl)pyrimidin-4-yl]-1,2,4-triazol-3-yl]ethyl]-3,5-bis(trifluoromethyl)benzamide C1(CC1)CN(C(C1=CC(=CC(=C1)C(F)(F)F)C(F)(F)F)=O)C(C)C=1N(N=CN1)C1=NC=NC(=C1)C1=NC=CC=C1